decyl-tellurium C(CCCCCCCCC)[Te]